(6R)-17-Amino-12,12-dimethyl-6,15-bis(trifluoromethyl)-19-oxa-3,4,18-triazatricyclo[12.3.1.12,5]nonadeca-1(18),2,4,14,16-pentaen-6-ol NC1=CC(=C2CC(CCCCC[C@](C3=NN=C(C1=N2)O3)(O)C(F)(F)F)(C)C)C(F)(F)F